NCC1=CC=C(C=C1)[C@]12[C@](C3=C(C=NC=C3OC)O1)([C@H](C[C@H]2C2=CC=CC=C2)CO)O |r| Rac-(4bR,5R,7S,7aR)-7a-(4-(aminomethyl)phenyl)-5-(hydroxymethyl)-4-methoxy-7-phenyl-5,6,7,7a-tetrahydro-4bH-cyclopenta[4,5]furo[2,3-c]pyridin-4b-ol